BrC=1SC(=C(N1)C)C(=O)OCC1=CC=C(C=C1)OC 4-methoxybenzyl 2-bromo-4-methylthiazole-5-carboxylate